C1(=CC=CC=C1)N1C=NC2=C1C=CC=C2 1-Phenylbenzo[d]imidazole